N-((1S)-7-oxo-1-{[(2-phenylethyl)amino]carbonyl}nonyl)quinoxaline O=C(CCCCC[C@@H](C(=O)NCCC1=CC=CC=C1)N1CC=NC2=CC=CC=C12)CC